O[C@@H]1[C@H]2[C@@H]([C@H]([C@@H](C1)O2)C(=O)NC2=CC(=CC=C2)C(F)(F)F)C2=CC(=NN2C)C(F)(F)F |r| rac-(1r,2r,3s,4r,5s)-5-hydroxy-3-(1-methyl-3-(trifluoromethyl)-1H-pyrazol-5-yl)-N-(3-(trifluoromethyl)phenyl)-7-oxabicyclo[2.2.1]heptane-2-carboxamide